ClC1=C(\C=N\O[C@@H](C(=O)OC)C)C=C(C(=C1)F)N1C(N(C(=CC1=O)C(F)(F)F)C)=O methyl (2R)-2-{[(E)-{2-chloro-4-fluoro-5-[3-methyl-2,6-dioxo-4-(trifluoromethyl)-3,6-dihydropyrimidin-1(2H)-yl]benzylidene}amino]oxy}propanoate